2-{[4-(4-amino-3,5-dichlorophenyl)-1-oxo-2,3-dihydro-1H-isoindol-2-yl]methyl}prop-2-enamide NC1=C(C=C(C=C1Cl)C1=C2CN(C(C2=CC=C1)=O)CC(C(=O)N)=C)Cl